(2E)-3-[5-[(1r,3r)-3-[[4-(3-[3-amino-6-[2-(methoxymethoxy)phenyl]pyridazin-4-yl]-3,8-diazabicyclo[3.2.1]octan-8-yl)pyridin-2-yl]oxy]cyclobutoxy]pyridin-2-yl]prop-2-en-1-ol NC=1N=NC(=CC1N1C[C@H]2CCC(C1)N2C2=CC(=NC=C2)OC2CC(C2)OC=2C=CC(=NC2)/C=C/CO)C2=C(C=CC=C2)OCOC